O1CCN(CC1)C1=C(C=C2CN(C(C2=C1)=O)CC1OCC(CO1)NC(OC(C)(C)C)=O)NC(=O)C=1C=NN2C1N=CC=C2 tert-butyl ((2R,5R)-2-((6-morpholino-1-oxo-5-(pyrazolo[1,5-a]pyrimidine-3-carboxamido)isoindolin-2-yl)methyl)-1,3-dioxan-5-yl)carbamate